L-N-methylglutamine CN[C@@H](CCC(N)=O)C(=O)O